methyl-11α-hydroxy-pregna-4,16-diene-3,20-dione CCC(C1=CC[C@H]2[C@@H]3CCC4=CC(CC[C@]4(C)[C@H]3[C@@H](C[C@]12C)O)=O)=O